O=C1NC(CCC1N1C(C2=CC=CC(=C2C1=O)NCC1=C(C=C(C=C1)CN1CCC(CC1)C1=NC=CC=C1)F)=O)=O 2-(2,6-dioxopiperidin-3-yl)-4-(2-fluoro-4-((4-(pyridin-2-yl)piperidin-1-yl)methyl)benzylamino)isoindoline-1,3-dione